NCCC[C@@H](C(N[C@@H]([C@H](CC)C)C(NC)=O)=O)NC(OC(C)(C)C)=O tert-butyl N-[(1S)-4-amino-1-{[(1S,2S)-2-methyl-1-(methylcarbamoyl)butyl]carbamoyl}butyl]carbamate